P(=O)(OOCC(CCCC)CC)(OOCC(CCCC)CC)OC1=CC=C(C=C1)F di(2-ethylhexyl oxy) 4-fluorophenyl phosphate